CC1=C(C=CC=C1C1=NN=C(O1)C=1C=C(CN[C@@H]([C@@H](C)CC)C(=O)O)C=CC1)C1=CC=CC=C1 (3-(5-(2-methyl-[1,1'-biphenyl]-3-yl)-1,3,4-oxadiazol-2-yl)benzyl)-L-isoleucine